C1(CC1)N1C(C=C(C2=CC(=CC=C12)S(=O)(=O)Cl)C)=O 1-cyclopropyl-4-methyl-2-oxo-1,2-dihydroquinoline-6-sulfonyl chloride